ethyl 1-[3-(tert-butoxycarbonylamino) phenyl]-6-oxo-pyridine-3-carboxylate C(C)(C)(C)OC(=O)NC=1C=C(C=CC1)N1C=C(C=CC1=O)C(=O)OCC